CN(C(=O)C=1N=CNC1)CC1=CC=C(C=C1)C1=C(N=CS1)C N-methyl-N-[[4-(4-methyl-1,3-thiazol-5-yl)phenyl]methyl]-1H-imidazole-4-carboxamide